OCC1=C(C=C(C(=O)N(C)C)C=C1)C1=CC2=C(NC=N2)C=C1 4-(hydroxymethyl)-N,N-dimethyl-3-(1H-benzimidazole-5-yl)benzamide